(R)-N-{[3-(6-morpholinopyridin-3-yl)-2-oxazolidinone-5-yl]methyl}benzenesulfonamide O1CCN(CC1)C1=CC=C(C=N1)N1C(O[C@H](C1)CNS(=O)(=O)C1=CC=CC=C1)=O